2-chloro-4-fluoro-5-(3-methyl-4-trifluoromethyl-2,6-dioxo-3,6-dihydropyrimidin-1-yl)phenol ClC1=C(C=C(C(=C1)F)N1C(N(C(=CC1=O)C(F)(F)F)C)=O)O